C(C)(C)N1N=CC(=C1)CCO 2-(1-isopropyl-1H-pyrazol-4-yl)ethan-1-ol